(1s,3s)-3-(5-(difluoromethyl)-1H-pyrazol-1-yl)cyclobutan-1-ol FC(C1=CC=NN1C1CC(C1)O)F